FC=1C=C(C=CC1S(=O)(=O)C)B1OC(C(O1)(C)C)(C)C 2-(3-fluoro-4-(methylsulfonyl)phenyl)-4,4,5,5-tetramethyl-1,3,2-dioxaborolane